[Br-].OC1=CC(=CC=2C(C3=CC=CC(=C3C(C12)=O)O)=O)C(=O)NCCCC1=CC=[N+](C=C1)CC1=CC=C(C=C1)C(F)(F)F (4-(3-(4,5-dihydroxy-9,10-dioxo-9,10-dihydroanthracene-2-carboxamido)propyl)-1-(4-(trifluoromethyl)benzyl)pyridin-1-ium) bromide salt